tert-butyl 7-((3-(2,6-bis(benzyloxy) pyridin-3-yl)-1-methyl-1H-indazol-7-yl) amino)-2-azaspiro[3.5]nonane-2-carboxylate C(C1=CC=CC=C1)OC1=NC(=CC=C1C1=NN(C2=C(C=CC=C12)NC1CCC2(CN(C2)C(=O)OC(C)(C)C)CC1)C)OCC1=CC=CC=C1